Cholestan-3,5,6-triol CC(C)CCC[C@@H](C)[C@H]1CC[C@H]2[C@@H]3CC(C4(CC(CC[C@]4(C)[C@H]3CC[C@]12C)O)O)O